ClC1=C(C=C(C=C1)Cl)C=NO (2,5-dichlorophenyl)methanone oxime